OCC1=CC=CC=2C(C3=CC=CC=C3C(C12)=O)=O (Hydroxymethyl)anthraquinone